zirconium tris-n-butoxide [O-]CCCC.[O-]CCCC.[O-]CCCC.[Zr+3]